FC(C(C(F)(F)F)(C=1C=C2C(N(C(C2=CC1)=O)CCOCCOCCOCCN=[N+]=[N-])=O)C=1C=C2C(N(C(C2=CC1)=O)CCOCCOCCOCCN=[N+]=[N-])=O)(F)F 5,5'-(perfluoropropane-2,2-diyl)bis(2-(2-(2-(2-(2-azidoethoxy)ethoxy)-ethoxy)ethyl)-isoindoline-1,3-dione)